C(C)N1CCN(CC1)CC=1C=CC(=NC1)C1=C(C(=NC(=N1)N)C1=CN=C2N1C=C(C=C2)C2=CC=CC=C2)F (5-((4-Ethylpiperazin-1-yl)methyl)pyridin-2-yl)-5-fluoro-4-(6-phenylimidazo[1,2-a]pyridin-3-yl)pyrimidin-2-amine